[NH4+].[NH4+].[NH4+].[NH4+].[NH4+].[O-]P(=O)([O-])OP(=O)([O-])OP(=O)([O-])[O-] The molecule is an inorganic ammonium salt of polyphosphate. It is used as a flame retardant and as a fertilizer. The chain length (n) of this polymer is variable and can be linear or branched. It has a role as a flame retardant, a fertilizer and a food emulsifier. It contains a polyphosphate.